5-chloro-N-[6-(2,2-difluoroethoxy)-5-fluoro-2-methoxy-3-pyridyl]naphthalene-1-sulfonamide ClC1=C2C=CC=C(C2=CC=C1)S(=O)(=O)NC=1C(=NC(=C(C1)F)OCC(F)F)OC